2-(7-chloro-3-ethylsulfonyl-imidazo[1,2-a]pyridin-2-yl)-3-methyl-6-(trifluoromethyl)imidazo[4,5-B]pyridine ClC1=CC=2N(C=C1)C(=C(N2)C2=NC=1C(=NC=C(C1)C(F)(F)F)N2C)S(=O)(=O)CC